CNC1=NC(NC=C1)=O Anti-Methylcytosin